CN1N=C(C(=C1)C=1C=NC=2CCN(CC2C1)C1=C(C=C(C=N1)C#N)C)C 6-[3-(1,3-dimethylpyrazol-4-yl)-7,8-dihydro-5H-1,6-naphthyridin-6-yl]-5-methyl-pyridine-3-carbonitrile